CN(CCC1=CC=C(C=C1)NC(=O)C1=C(C=C(C(=O)OC)C=C1)NC(=O)C=1C=NC2=CC=CC=C2C1)CC=1C=C2C=NN(C2=CC1)C Methyl 4-((4-(2-(methyl((1-methyl-1H-indazol-5-yl)methyl)amino)ethyl)phenyl)carbamoyl)-3-(quinoline-3-carboxamido)benzoate